methyl N-(2-{2-[2-(4-{N'-[(tert-butoxy)carbonyl]hydrazinecarbonyl}piperazin-1-yl)-2-oxoethoxy]ethoxy}ethyl)carbamate C(C)(C)(C)OC(=O)NNC(=O)N1CCN(CC1)C(COCCOCCNC(OC)=O)=O